methyl-silane orthosilicate [Si](O)(O)(O)O.C[SiH3]